4-amino-N-(2-propanyl)-N-((1S)-1-(5-(trifluoromethyl)-2-pyridinyl)ethyl)-1,3-dihydrofuro[3,4-c][1,7]naphthyridine-8-carboxamide NC1=NC=2C=NC(=CC2C2=C1COC2)C(=O)N([C@@H](C)C2=NC=C(C=C2)C(F)(F)F)C(C)C